CC1(OB(OC1(C)C)C1=CC2=CN(N=C2C=C1)CC#N)C 2-[5-(4,4,5,5-tetramethyl-1,3,2-dioxaborolan-2-yl)indazol-2-yl]acetonitrile